OCC1CC(C1)N1CCN(CC1)C(=O)OC(C)(C)C tert-Butyl 4-[(1s,3s)-3-(hydroxymethyl)cyclobutyl]piperazine-1-carboxylate